C(C)(C)(C)C1=CC(=NO1)C(=O)NCC1=C(C=C(C(=C1)F)C1=NC=NN2C1=CC=C2)Cl 5-(tert-butyl)-N-(2-chloro-5-fluoro-4-(pyrrolo[2,1-f][1,2,4]triazin-4-yl)benzyl)isoxazole-3-carboxamide